2-(4-(4-acetamido-3-isopropylbenzyl)-3-methylphenyl)acetic acid C(C)(=O)NC1=C(C=C(CC2=C(C=C(C=C2)CC(=O)O)C)C=C1)C(C)C